[N+](=O)([O-])C1=CC=C(C=C1)C1=CC(=CS1)C(=O)[O-] 5-(4-nitrophenyl)thiophene-3-carboxylate